Norleucin N[C@@H](CCCC)C(=O)O